C1(=C(C=CC=C1)OCC1CN(CCC1)C(=O)OC(C)(C)C)C tert-Butyl 3-((o-tolyloxy)methyl)piperidine-1-carboxylate